({5-[2-hydroxy-2-pyridin-3-ylvinyl]-7-methoxy-2,3-dihydroimidazo[1,2-c]quinazolin-8-yl}oxy)acetonitrile OC(=CC1=NC=2C(=C(C=CC2C=2N1CCN2)OCC#N)OC)C=2C=NC=CC2